(2-(5-methoxy-1H-indol-3-yl)ethyl)benzamide COC=1C=C2C(=CNC2=CC1)CCC1=C(C(=O)N)C=CC=C1